N1(CCC1)C(=O)C=1N=NC(=C(C1)C)N1CC=2C=C(C=NC2CC1)N1C=2N(CCC1)N=CC2 azetidin-1-yl(6-(3-(6,7-dihydropyrazolo[1,5-a]pyrimidin-4(5H)-yl)-7,8-dihydro-1,6-naphthyridin-6(5H)-yl)-5-methylpyridazin-3-yl)methanone